(S)-4-(2,2-difluoro-7-((3-fluoro-5-methoxy-7-methyl-1H-indol-4-yl)methyl)-7-azaspiro[3.5]nonan-6-yl)benzoic acid FC1(CC2(C1)C[C@H](N(CC2)CC2=C1C(=CNC1=C(C=C2OC)C)F)C2=CC=C(C(=O)O)C=C2)F